5-fluoro-2-methoxynicotinaldehyde FC=1C=NC(=C(C=O)C1)OC